(2,2,3,3,4,4,5,5,5-nonafluoropentanoyl)phosphoramidate FC(C(=O)OP([O-])(=O)N)(C(C(C(F)(F)F)(F)F)(F)F)F